FC=1C=C(C=C(C1F)C(=O)C=1C=C2N=CC=NC2=CC1)NC(=O)NC1=CC(=CC=C1)F 1-(3,4-difluoro-5-(quinoxaline-6-carbonyl)phenyl)-3-(3-fluorophenyl)urea